CC1=C(C(=CC(=C1)C)C)S(=O)(=O)[O-].[Fe+3].CC1=C(C(=CC(=C1)C)C)S(=O)(=O)[O-].CC1=C(C(=CC(=C1)C)C)S(=O)(=O)[O-] iron (III) 2,4,6-trimethylbenzenesulfonate